3α-hydroxy-7-ketocholanic acid O[C@H]1CC2CC([C@H]3[C@@H]4CC[C@H]([C@@H](CCC(=O)O)C)[C@]4(CC[C@@H]3[C@]2(CC1)C)C)=O